3-bromo-9,9'-dimethylfluorene CC1(C2=C(C=C(C=C2)Br)C3=CC=CC=C31)C